N-(1-(5-((4-(4-morpholino-7H-pyrrolo[2,3-d]pyrimidin-6-yl)phenyl)amino)pyrimidin-2-yl)piperidin-4-yl)acrylamide O1CCN(CC1)C=1C2=C(N=CN1)NC(=C2)C2=CC=C(C=C2)NC=2C=NC(=NC2)N2CCC(CC2)NC(C=C)=O